The molecule is zwitterionic form of L-serine phosphoethanolamine having anionic phosphate and carboxy groups and both amino groups protonated; major species at pH 7.3. It is a tautomer of a L-serine phosphoethanolamine. C(COP(=O)([O-])OC[C@@H](C(=O)[O-])[NH3+])[NH3+]